C1(=CC=C2C=CC3=CC=CC4=CC=C1C2=C34)C(=O)O Pyrene-carboxylic acid